CN1C(C(=C(C2=CC=CC=C12)N1CCC(CC1)OCC1=C(C=CC=C1)C)C#N)=O 1-methyl-4-{4-[(2-methylphenyl)methoxy]piperidin-1-yl}-2-oxo-1,2-dihydroquinoline-3-carbonitrile